3,5-di-tertiary butyl-4-hydroxyhydrocinnamamide C(C)(C)(C)C=1C=C(CCC(=O)N)C=C(C1O)C(C)(C)C